indole-1-ium [NH2+]1C=CC2=CC=CC=C12